FC=1C=C(C=C2C=CN(C12)C(=O)C1CCOCC1)CN1C[C@H]([C@@H](C1)COC)OC=1C=C2CN(C(C2=CC1)=O)[C@@H]1C(NC(CC1)=O)=O (3S)-3-(5-{[(3S,4S)-1-{[7-fluoro-1-(oxane-4-carbonyl)-1H-indol-5-yl]methyl}-4-(methoxymethyl)pyrrolidin-3-yl]oxy}-1-oxo-2,3-dihydro-1H-isoindol-2-yl)piperidine-2,6-dione